4-{[9-chloro-7-(5-fluoroindol-1-yl)-3,5-dihydro-2H-1,4-benzoxazepin-4-yl]methyl}-3-methyl-1H-pyridin-2-one ClC1=CC(=CC=2CN(CCOC21)CC2=C(C(NC=C2)=O)C)N2C=CC1=CC(=CC=C21)F